(R)-3-(3-(difluoromethoxy)phenyl)-1-isopropyl-N-(4-methyl-1,1-dioxidotetrahydro-2H-thiopyran-4-yl)-4,5,6,7-tetrahydro-1H-indazole-6-carboxamide FC(OC=1C=C(C=CC1)C1=NN(C=2C[C@@H](CCC12)C(=O)NC1(CCS(CC1)(=O)=O)C)C(C)C)F